BrC1=C(C=C(C(=C1)F)F)C(CC(=O)O)(F)F 2-bromo-β,β,4,5-tetrafluoro-benzenepropanoic acid